ClC=1C=CC=C2C1N(C(C21CCOCC1)=O)C1=CC=C(C=C1)C[C@@H](C(=O)O)NC(C1=C(C=CC=C1F)Cl)=O (S)-3-(4-(7-chloro-2-oxo-2',3',5',6'-tetrahydrospiro[indoline-3,4'-pyran]-1-yl)phenyl)-2-(2-chloro-6-fluorobenzamido)propionic acid